N-[3-chloro-1-(3-pyridinyl)pyrazol-4-yl]-2-methylsulfonyl-propionamide ClC1=NN(C=C1NC(C(C)S(=O)(=O)C)=O)C=1C=NC=CC1